8-((1S,2S)-2-(difluoromethyl)cyclopropyl)-6-(2,4-dimethoxypyrimidin-5-yl)imidazo[1,2-b]pyridazin-2-ol FC([C@@H]1[C@H](C1)C=1C=2N(N=C(C1)C=1C(=NC(=NC1)OC)OC)C=C(N2)O)F